N-(4-(1-ethyl-3-phenyl-1H-pyrazol-4-yl)-7-methoxyquinazolin-6-yl)nicotinamide C(C)N1N=C(C(=C1)C1=NC=NC2=CC(=C(C=C12)NC(C1=CN=CC=C1)=O)OC)C1=CC=CC=C1